N-(tert-butoxycarbonyl)-L-alpha-aminobutyric acid C(C)(C)(C)OC(=O)N[C@H](C(=O)O)CC